(R,E)-N-((4-chloro-5-fluoropyridin-2-yl)methylene)-2-methylpropane-2-sulfinamide ClC1=CC(=NC=C1F)\C=N\[S@](=O)C(C)(C)C